4-(4-chlorophenyl)-1-methyl-3-(prop-1-en-2-yl)isoquinoline 2-oxide ClC1=CC=C(C=C1)C1=C([N+](=C(C2=CC=CC=C12)C)[O-])C(=C)C